NC(C(=O)N1[C@@H](C[C@H](C1)O)C(=O)NCC1=CC=C(C=C1)C1=C(N=CS1)C)(C)C (2S,4R)-1-(2-amino-2-methylpropanoyl)-4-hydroxy-N-(4-(4-methylthiazol-5-yl)benzyl)pyrrolidine-2-carboxamide